C(C)(C)O[C@@H]1CN(CC[C@H]1OC1=CC(=CC=C1)C(F)(F)F)C1=CC(N(C=2C=CC(=NC12)C#N)C)=O trans-8-(3-Isopropoxy-4-(3-(trifluoromethyl)phenoxy)piperidin-1-yl)-5-methyl-6-oxo-5,6-dihydro-1,5-naphthyridin-2-carbonitril